C(CCCCCCCC)N(C(OCN1C(C=CC2=CC=C(C=C12)OCCCCN1CCN(CC1)C1=CC=CC=2SC=CC21)=O)=O)CCCCCCCCC (7-(4-(4-(benzo[b]thiophen-4-yl)piperazin-1-yl)butoxy)-2-oxoquinolin-1(2H)-yl)methyl dinonylcarbamate